(+/-)-4-[4-(2,6-difluoro-4-{[5-(hydroxymethyl)-4-methyl-5,6-dihydro-4H-1,3-oxazin-2-yl]amino}phenoxy)-1H-pyrrolo[2,3-b]pyridin-3-yl]-2-[(propan-2-yl)oxy]benzonitrile FC1=C(OC2=C3C(=NC=C2)NC=C3C3=CC(=C(C#N)C=C3)OC(C)C)C(=CC(=C1)NC=1OCC(C(N1)C)CO)F